3-({3-[(2S)-2-hydroxy-2-(4-methylphenyl)ethyl]-1,2,4-oxadiazol-5-yl}methyl)-5-methyl-1,2,3,4-tetrahydropyrimidine-2,4-dione O[C@@H](CC1=NOC(=N1)CN1C(NC=C(C1=O)C)=O)C1=CC=C(C=C1)C